OC1(C2=NN=C(C=3C(=CC(=C(O[C@@H](CCCCC1)C)N3)C(F)(F)F)NC(OC(C)(C)C)=O)O2)C(F)(F)F tert-Butyl N-[(12R)-6-hydroxy-12-methyl-6,15-bis(trifluoromethyl)-13,19-dioxa-3,4,18-triazatricyclo[12.3.1.12,5]nonadeca-1(18),2,4,14,16-pentaen-17-yl]carbamate